6-(Bromomethyl)-2-chlorothieno[3,2-d]pyrimidine BrCC1=CC=2N=C(N=CC2S1)Cl